FC1=CC=C(C=C1)C1=CC=C(S1)[C@H]1[C@@H](C1)N trans-2-(5-(4-fluorophenyl)thiophen-2-yl)cyclopropylamine